C(C#CC)(=O)N1C[C@@H](CC1)C1=NC(=C2N1C(=CN=C2)OCC)C2=CC=C(C(=O)NC1=NC=CC(=C1)C(F)(F)F)C=C2 (R)-4-(3-(1-(but-2-ynoyl)pyrrolidin-3-yl)-5-ethoxyimidazo[1,5-a]pyrazin-1-yl)-N-(4-(trifluoromethyl)pyridin-2-yl)benzamide